COC=1C=C2C(NC(=NC2=CC1OCCCCCCC(=O)OC)C)=O Methyl 7-((6-methoxy-2-methyl-4-oxo-3,4-dihydroquinazolin-7-yl)oxy)-heptanoate